[Ti].BrC1=CC=C(C=C1)C1=C(C2=CC=CC=C2C=C1)C1=CC=CC=C1 2-(4-bromophenyl)-1-phenyl-naphthalene titanium